3-(4-fluorophenyl)isothiazol-5-amine FC1=CC=C(C=C1)C1=NSC(=C1)N